C1(CC1)C=1N=CC(=NC1)NC1=CC(=C(N=N1)C(=O)NC([2H])([2H])[2H])NC1=NC=CC=C1S(=O)(=O)C 6-[(5-cyclopropylpyrazin-2-yl)amino]-4-[(3-methanesulfonylpyridin-2-yl)amino]-N-(2H3)methylpyridazine-3-carboxamide